1-methyl-4-(methyl(4'-(trifluoromethoxy)-[1,1'-biphenyl]-3-yl)amino)-2-oxo-1,2-dihydropyrido[3,2-d]pyrimidine-6-carbonitrile CN1C(N=C(C2=C1C=CC(=N2)C#N)N(C=2C=C(C=CC2)C2=CC=C(C=C2)OC(F)(F)F)C)=O